CC=1C=C(C(=O)C2=CC3=C(C4=CC(=CC=C4N=C3C=C2)C(C2=CC(=C(C=C2)C)C)=O)C2=CC(=C(C=C2)C)C)C=CC1C 2,7-bis(3,4-dimethyl-benzoyl)-9-(3,4-dimethylphenyl)acridine